COC([C@H](CCCCCCCC1=NC=2NCCCC2C=C1)NC(=O)C1(CCN(CC1)C(=O)OC(C)(C)C)C)=O Tert-Butyl (S)-4-((1-methoxy-1-oxo-9-(5,6,7,8-tetrahydro-1,8-naphthyridin-2-yl)nonan-2-yl)carbamoyl)-4-methylpiperidine-1-carboxylate